6-bromo-4-((3-fluoropyridin-2-yl)(tetrahydro-2H-pyran-4-yl)methyl)-3-methyl-4H-thieno[2',3':4,5]pyrrolo[3,2-b]pyridine-2-carboxylic acid methyl ester COC(=O)C1=C(C2=C(C3=NC=C(C=C3N2C(C2CCOCC2)C2=NC=CC=C2F)Br)S1)C